2,8-diazaspiro[4.5]decan-1-one hydrochloride Cl.C1(NCCC12CCNCC2)=O